(4-(6-morpholinyl-1H-pyrrolo[2,3-b]pyridin-3-yl)-5-(trifluoromethyl)pyrimidin-2-yl)-1-oxo-7-azaspiro[4.5]decan-3-amine N1(CCOCC1)C1=CC=C2C(=N1)NC=C2C2=NC(=NC=C2C(F)(F)F)C2C(C1(CC2N)CNCCC1)=O